N-benzhydryl-3-(2-methyl-1,3-dioxolan-2-yl)acrylamide C(C1=CC=CC=C1)(C1=CC=CC=C1)NC(C=CC1(OCCO1)C)=O